(3R,4R,5R)-5-(2,4-dioxo-1,2,3,4-tetrahydropyrimidin-1-yl)-4-fluoro-4-methyl-2-methyleneoxan-3-ylacetate O=C1N(C=CC(N1)=O)[C@H]1[C@]([C@@H](C(OC1)=C)CC(=O)[O-])(C)F